5-fluoro-N-(4-methylpyridin-3-yl)-4-(3-oxo-5,6,7,8-tetrahydro[1,2,4]triazolo[4,3-a]pyridin-2(3H)-yl)-2-{[(2S)-1,1,1-trifluoroprop-2-yl]oxy}benzamide FC=1C(=CC(=C(C(=O)NC=2C=NC=CC2C)C1)O[C@H](C(F)(F)F)C)N1N=C2N(CCCC2)C1=O